C[C@@H]1CN(C(=CC1)C=1C=CC2=C(N=C(S2)CCN2CCOCC2)C1)C(=O)OC(C)(C)C (S)-tert-butyl 3-methyl-6-(2-(2-Morpholinoethyl)benzo[d]thiazol-5-yl)-3,4-dihydropyridine-1(2H)-carboxylate